CNC1=CC=C(C=C1)OC N-methyl-4-(methoxy)aniline